4-(6-(3,5-dimethylisoxazol-4-yl)-1-[1-(2-pyridinyl)ethyl]pyrrolo[3,2-B]pyridin-3-yl)benzoic acid CC1=NOC(=C1C=1C=C2C(=NC1)C(=CN2C(C)C2=NC=CC=C2)C2=CC=C(C(=O)O)C=C2)C